O[C@@H](COC=1C=CC2=C(C(C=3NC4=CC(=CC=C4C3C2=O)OCC)(C)C)C1)CO 8-((R)-2,3-Dihydroxy-propoxy)-3-ethoxy-6,6-dimethyl-5,6-dihydro-benzo[b]carbazol-11-one